CC1=CC=CC(=N1)C(CCC(=O)OC(C)(C)C)=O tert-butyl 4-(6-methyl-2-pyridyl)-4-oxo-butanoate